FC1=C2C(=CN=CC2=CC=C1)N=C(C1=CC=CC=C1)C1=CC=CC=C1 N-(5-fluoroisoquinolin-4-yl)-1,1-diphenylmethanimine